COCOC=1C=C(C2=CC=CC=C2C1)N1C(C=2N=C(N=C(C2C1=O)N1CCOCCC1)SC)C 6-[3-(methoxymethoxy)-1-naphthyl]-7-methyl-2-methylsulfanyl-4-(1,4-oxazepan-4-yl)-7H-pyrrolo[3,4-d]pyrimidin-5-one